1-(5-(4-amino-7-cyclopropyl-7H-pyrrolo[2,3-d]pyrimidin-5-yl)imidazo[1,2-a]pyridin-8-yl)-3-(3-(tert-butyl)-1-phenyl-1H-pyrazol-5-yl)urea NC=1C2=C(N=CN1)N(C=C2C2=CC=C(C=1N2C=CN1)NC(=O)NC1=CC(=NN1C1=CC=CC=C1)C(C)(C)C)C1CC1